tertbutyl mercaptan C(C)(C)(C)S